C(C)(C)(C)OC(N(C)CC(=O)NNC(C1=C(N=CC=C1)NC1=CC=C(C=C1)OC(F)(F)Cl)=O)=O.BrC1=CC=C(N(C2=CC=C(C=C2)OC)C2=CC=C(C=C2)OC)C=C1 4-bromo-N,N-bis(4-methoxyphenyl)aniline Tert-butyl-(2-(2-(2-((4-(chlorodifluoromethoxy)phenyl)amino)nicotinoyl)hydrazino)-2-oxoethyl)(methyl)carbamate